BrC=1C=C(C=CC1)CC (3-bromophenyl)ethan